C(C)(C)(C)C=C(C1=CC=CC=C1)C t-butyl-α-methylstyrene